C(C)(C)(C)OC(=O)N1CCC(CC1)(CC#C)CC(=O)O 2-(1-tert-butoxycarbonyl-4-prop-2-ynyl-4-piperidyl)acetic acid